4-((bromodifluoromethyl)seleno)-1-tosylpiperidine BrC([Se]C1CCN(CC1)S(=O)(=O)C1=CC=C(C)C=C1)(F)F